4-cyclobutyl-2-methylpiperazin C1(CCC1)N1CC(NCC1)C